4-chloro-2-methoxy-6-nitroquinoline ClC1=CC(=NC2=CC=C(C=C12)[N+](=O)[O-])OC